FC1=C(C=CC=C1)CN1N=C(N=C1)C(=O)N[C@@H]1C(N(C=2N(CC1)N=C(C2)C2CC2)C)=O |r| 1-[(2-Fluorophenyl)methyl]-N-[rac-(6S)-2-cyclopropyl-4-methyl-5-oxo-7,8-dihydro-6H-pyrazolo[1,5-a][1,3]diazepin-6-yl]-1,2,4-triazol-3-carboxamid